7-(2-benzyloxy-ethoxy)-5-methoxy-2-(2-methoxymethoxymethyl-benzofuran-5-yl)-3H-quinazolin-4-one C(C1=CC=CC=C1)OCCOC1=CC(=C2C(NC(=NC2=C1)C=1C=CC2=C(C=C(O2)COCOC)C1)=O)OC